O=C1NC(CCC1C1=CC=C(C=C1)N1CCC(CC1)C=O)=O 1-[4-(2,6-dioxopiperidin-3-yl)phenyl]piperidine-4-carbaldehyde